C(C)(C)(C)OC(NCCNCC)=O (2-(ethylamino)ethyl)carbamic acid tert-butyl ester